2-methylamino-3-phenylpropanol CNC(CO)CC1=CC=CC=C1